2-(2-hydroxyphenyl)-1H-benzoimidazole OC1=C(C=CC=C1)C1=NC2=C(N1)C=CC=C2